NCC1=NNC(C2=CC=C(C=C12)C=1C=NN(C1C1=C(C2=CC=CC=C2C=C1C(F)F)C#N)C)=O (P)-2-(4-(4-(aminomethyl)-1-oxo-1,2-dihydrophthalazin-6-yl)-1-methyl-1H-pyrazol-5-yl)-3-(difluoromethyl)-1-naphthonitrile